NC1=CC(=C(C=C1)C1=CN=C(S1)[C@@H]1CC[C@H](CC1)NC(OC(C)C)=O)S(NCC)(=O)=O isopropyl trans-N-[4-[5-[4-amino-2-(ethylsulfamoyl)phenyl]thiazol-2-yl]cyclohexyl]carbamate